5,7-dichloro-2-[(dimethylamino)methyl]quinolin-8-ol ClC1=C2C=CC(=NC2=C(C(=C1)Cl)O)CN(C)C